ClC=1C(=NC=CC1C1=NC(=C(C=C1)CNC[C@H]1NC(CC1)=O)OC)C=1C(=C(C=CC1)NC(C1=NC=C(C(=C1)CN1CC(C1)COC)OC)=O)C (S)-N-(3-(3'-chloro-6-methoxy-5-((((5-oxopyrrolidin-2-yl)methyl)amino)methyl)-[2,4'-bipyridin]-2'-yl)-2-methylphenyl)-5-methoxy-4-((3-(methoxymethyl)azetidin-1-yl)methyl)picolinamide